BrC=1C=C(C(=NC1)OC1=CC=C(C=C1)C1=CN=CC(=N1)CC(CC(=O)OCC)=O)F ethyl 4-(6-(4-((5-bromo-3-fluoropyridin-2-yl) oxy) phenyl) pyrazin-2-yl)-3-oxobutyrate